ClC1=CC2=C(S1)[C@@]1(C[C@@H](N(CC1)CC1=C(C(=CC=C1)Cl)O)C)OC[C@@H]2O (2'S,4R,7R)-2-chloro-1'-[(3-chloro-2-hydroxy-phenyl)methyl]-2'-methyl-spiro[4,5-dihydrothieno[2,3-c]pyran-7,4'-piperidine]-4-ol